2,4-dichloro-5-phenylthieno[2,3-d]pyrimidine ClC=1N=C(C2=C(N1)SC=C2C2=CC=CC=C2)Cl